BrC1=CC=CC(=N1)C1=CN=C2N1C=CC(=C2)OC(F)(F)F 3-(6-bromo-2-pyridyl)-7-(trifluoromethoxy)imidazo[1,2-a]pyridine